CC(CCCCCCCC)=O decaneOne